C(CC\C=C/CCC)(=O)O (4Z)-oct-4-enoic acid